(rac)-cis-6-(4-hydroxycycloheptyl)-1-[1-[4-(trifluoromethoxy)benzoyl]-4-piperidyl]-3H-imidazo[4,5-b]pyridine-2-one O[C@H]1CC[C@H](CCC1)C=1C=C2C(=NC1)NC(N2C2CCN(CC2)C(C2=CC=C(C=C2)OC(F)(F)F)=O)=O |r|